Methyl 3-(6,7-dimethyl-3-oxo-4-((2S,3S,4R)-2,3,4,5-tetrahydroxypentyl)-3,4-dihydroquinoxaline-2-carboxamido)-4-methylbenzoate CC=1C=C2N(C(C(=NC2=CC1C)C(=O)NC=1C=C(C(=O)OC)C=CC1C)=O)C[C@@H]([C@@H]([C@@H](CO)O)O)O